OC1=CC2=C(SC(=C2)C(CCC(=O)O)=O)C=C1OC 4-(5-Hydroxy-6-methoxybenzo[b]thiophene-2-yl)-4-oxobutanoic acid